L-1-Thiophenol C1(=CC=CC=C1)S